C(C)(=O)C=1C=C(C=CC1)NC(=O)N[C@H](C(=O)O)C (2s)-2-([(3-ACETYLPHENYL)CARBAMOYL]AMINO)PROPANOIC ACID